(3Z)-6-{7-[(7S)-4-azaspiro[2.5]octan-7-yl]-6,7-dihydro-5H-pyrrolo[2,3-c]pyridazin-3-yl}-3-(methoxyimino)-2,3-dihydro-1H-inden-5-ol C1CC12NCC[C@@H](C2)N2CCC1=C2N=NC(=C1)C1=C(C=C2\C(\CCC2=C1)=N/OC)O